C(#N)/C(/C(=O)NCCOCCOCCOC)=C\C=1OC(=CC1)C1=CC2=CC=C(C=C2C=C1)N1CCCCC1 (E)-2-cyano-N-(2-(2-(2-methoxyethoxy)ethoxy)ethyl)-3-(5-(6-(piperidin-1-yl)naphthalen-2-yl)furan-2-yl)acrylamide